2a,4,6,7,9,9a-hexaazadicyclopenta[cd,f]azulene C=1CN2C=NC=3C=NC=4N(C1C23)N=CN4